CC1=C(C=CC(=C1)SC)C(CC)=O 2-methyl-4-(methylthio)phenyl-1-propanone